B([O-])([O-])O.B(O)(O)O.B(O)(O)O.B(O)(O)O.B(O)(O)O.[Mn+2] manganese pentaborate